6-methyl-2-(1-methyl-1H-imidazol-5-yl)-N-((1r,4r)-4-methylcyclohexyl)pyrimidine-4-carboxamide CC1=CC(=NC(=N1)C1=CN=CN1C)C(=O)NC1CCC(CC1)C